ClC=1C2=CN(N=C2C=CC1C1=CN(C2=NC(=CN=C21)N2CCC(CC2)NC(OC(C)(C)C)=O)COCC[Si](C)(C)C)C tert-Butyl N-{1-[7-(4-chloro-2-methyl-2H-indazol-5-yl)-5-{[2-(trimethylsilyl)ethoxy] methyl}-5H-pyrrolo[2,3-b]pyrazin-3-yl]piperidin-4-yl}carbamate